CN[C@@H](C)C1=C(C=CC=C1)P(C1=CC(=CC(=C1)C(C)(C)C)C(C)(C)C)C1=CC(=CC(=C1)C(C)(C)C)C(C)(C)C (S)-N-methyl-1-(2-bis(3,5-di-tert-butylphenyl)phosphinophenyl)ethylamine